FC(C(C(C(C(C(C(F)(F)F)(F)F)(F)F)(F)F)(F)F)(F)F)(CC(=O)O)F 2-(perfluoroheptyl)acetic acid